C(C)(=O)N1C[C@H](C[C@H](C1)CC(=O)NC1=NC=C(C(=C1)C1=C2N(N=C1)CC(C2)(C)C)Cl)C(=O)N(C)C (3s,5s)-1-acetyl-5-(2-((5-chloro-4-(5,5-dimethyl-5,6-dihydro-4H-pyrrolo[1,2-b]pyrazol-3-yl)pyridin-2-yl)amino)-2-oxoethyl)-N,N-dimethylpiperidine-3-carboxamide